N-(2-methoxy-4-nitrophenyl)pyridine-2-carboxamide COC1=C(C=CC(=C1)[N+](=O)[O-])NC(=O)C1=NC=CC=C1